(R)-1-(4-bromobenzyl)-3-(ethoxymethyl)-3-phenethylpyrrolidine BrC1=CC=C(CN2C[C@](CC2)(CCC2=CC=CC=C2)COCC)C=C1